(R)-4-(cyclopentylamino)-N-(1-(3,4-dichlorophenyl)-2-(dimethylamino)ethyl)benzenesulfonamide C1(CCCC1)NC1=CC=C(C=C1)S(=O)(=O)N[C@@H](CN(C)C)C1=CC(=C(C=C1)Cl)Cl